2-[1-[2,6-difluoro-4-(6-isopropylsulfanyl-2-pyridyl)phenyl]pyrazol-4-yl]acetic acid FC1=C(C(=CC(=C1)C1=NC(=CC=C1)SC(C)C)F)N1N=CC(=C1)CC(=O)O